C(C1=CC=CC=C1)N1S(C(C(C2=C1N=C(N2C2=CC=CC=C2)NCC2=CC=CC=C2)=O)C2=CC=C(C=C2)Cl)(=O)=O 1-benzyl-6-(benzylamino)-3-(4-chlorophenyl)-5-phenyl-3,5-dihydroimiDazo[4,5-c][1,2]thiazine-4(1H)-one 2,2-dioxide